C1(=CC=CC=C1)N(C1=CC=CC=C1)C1=C(C=CC=C1)N(C1=CC=CC=C1)C1=CC=CC=C1 (N,N-diphenylamino)triphenylamine